CN(CCOC(=O)OC(C(=O)OCCCCCOC(CCCCCCCCC)=O)CC(=O)OCCCCCOC(CCCCCCCCC)=O)C Bis(5-(decanoyloxy)pentyl) 2-(((2-(dimethylamino)ethoxy)carbonyl)oxy)succinate